N1(CCC1)S(=O)(=O)C=1C=C(C(=O)N2[C@H](CCC2)C(=O)NCC2=CC=C(C=C2)C(F)(F)F)C=CC1 1-(3-(1-azetidinylsulfonyl)benzoyl)-N-(4-(trifluoromethyl)benzyl)-D-prolinamide